N1(CCCC1)CC1=CC=C(C=C1)CN1CCCC1 1,4-bis(pyrrolidin-1-ylmethyl)benzene